2-((4-(7-(((2S,5R)-5-(cyclopropanesulfonamido)tetrahydro-2H-pyran-2-yl)methyl)-2,7-diazaspiro[3.5]nonan-2-yl)pyrimidin-5-yl)oxy)-5-fluoro-N-isopropyl-N-(2-methoxyethyl)benzamide C1(CC1)S(=O)(=O)N[C@@H]1CC[C@H](OC1)CN1CCC2(CN(C2)C2=NC=NC=C2OC2=C(C(=O)N(CCOC)C(C)C)C=C(C=C2)F)CC1